benzhydryl-3-(oxetan-3-yl)aziridine-2-carboxylate C(C1=CC=CC=C1)(C1=CC=CC=C1)OC(=O)C1NC1C1COC1